N(=[N+]=[N-])[C@H]1[C@H](CC[C@H]1N=[N+]=[N-])CNC(OC(C)(C)C)=O |r| tert-Butyl rac-[(1R,2S,3R)-2,3-diazidocyclopentyl]methylcarbamate